2-(tert-butyl)-N-(2'-(4,4-difluorocyclohexyl)-5-fluoro-2-methoxy-[3,4'-bipyridyl]-3'-yl)pyrimidine-5-carboxamide C(C)(C)(C)C1=NC=C(C=N1)C(=O)NC=1C(=NC=CC1C=1C(=NC=C(C1)F)OC)C1CCC(CC1)(F)F